BrC1=CC2=C(C(N(C3(CS2(=O)=O)CC3)C)=O)S1 7'-bromo-4'-methyl-2'H-spiro[cyclopropane-1,3'-thieno[2,3-f][1,4]thiazepin]-5'(4'H)-one 1',1'-dioxide